N-benzyl-2-(4-(methylcarbamoyl)phenyl)benzo[d]imidazo[2,1-b]thiazole-7-carboxamide C(C1=CC=CC=C1)NC(=O)C1=CC2=C(N3C(S2)=NC(=C3)C3=CC=C(C=C3)C(NC)=O)C=C1